C(C1=CC=CC=C1)OC1=C(C(=CC(=C1)C(F)F)C)B1OC(C(O1)(C)C)(C)C 2-[2-Benzyloxy-4-(difluoromethyl)-6-methyl-phenyl]-4,4,5,5-tetramethyl-1,3,2-dioxaborolane